C(CCCC=C)OCC1CCN(CC1)C(=O)OC(C)(C)C tert-butyl 4-[(hex-5-en-1-yloxy)methyl]piperidine-1-carboxylate